ClC=1C=CC(=C(C(=O)NC23CCC(CC2)(CC3)C#N)C1)S(=O)(=O)C 5-chloro-N-(4-cyanobicyclo[2.2.2]oct-1-yl)-2-(methylsulfonyl)benzamide